2,2',2''-(4,6-bis(10-methylphenazin-5(10H)-yl)benzene-1,2,3-triyl)tris(benzo[d]oxazole) CN1C2=CC=CC=C2N(C=2C=CC=CC12)C1=C(C(=C(C(=C1)N1C=2C=CC=CC2N(C2=CC=CC=C12)C)C=1OC2=C(N1)C=CC=C2)C=2OC1=C(N2)C=CC=C1)C=1OC2=C(N1)C=CC=C2